C(C=C)(=O)OC(CC(=O)O)(CC(=O)O)C(=O)O 2-acryloxy-1,2,3-tricarboxypropane